CC1=CN(C(=O)NC1=O)C2CC(C(O2)CO)N=[N+]=[N-] 3'-azido-3'-thymidine